(3S,4R)-3-fluoro-1-(5-(4-fluoro-2-methoxyphenyl)imidazo[2,1-b][1,3,4]thiadiazol-2-yl)piperidin-4-amine F[C@H]1CN(CC[C@H]1N)C1=NN2C(S1)=NC=C2C2=C(C=C(C=C2)F)OC